FC1=C(C(=C(C(=C1F)C)F)F)B(C1=C(C(=C(C(=C1F)F)C)F)F)C1=C(C(=C(C(=C1F)F)C)F)F tris(2,3,5,6-tetrafluoro-4-methylphenyl)boron